(2-hydroxy-4-methoxyphenyl)-morpholin-4-ylmethanone OC1=C(C=CC(=C1)OC)C(=O)N1CCOCC1